COC(=O)C1=CC(=CC2=C1N(C=N2)CCOC)Br 5-bromo-1-(2-methoxyethyl)-1H-benzo[d]imidazole-7-carboxylic acid methyl ester